tert-Butyl (1S,2R)-2-(4-(1-ethyl-1H-pyrazol-4-yl)-3-oxo-2,3-dihydro-1H-pyrrolo[3,4-c]pyridin-6-ylamino)cyclohexylcarbamate C(C)N1N=CC(=C1)C1=NC(=CC2=C1C(NC2)=O)N[C@H]2[C@H](CCCC2)NC(OC(C)(C)C)=O